4-(1,4-dioxaspiro[4.5]decan-8-yl)-2,3-dihydro-1H-quinoxaline O1CCOC12CCC(CC2)N2CCNC1=CC=CC=C21